O([C@@H]1[C@@H](O)[C@@H](O)[C@H](O)[C@H](O1)CO)C1=C(C=C(C=C1)C1=CC(=CC=C1)C(=O)N1CCNCC1)C 3-methyl-3'-(piperazin-1-ylcarbonyl)biphenyl-4-yl α-D-mannopyranoside